N-((5-(5-amino-6-methylpyridin-2-yl)-3-methylisoxazol-4-yl)methyl)-4-(thiophen-3-yl)pyrimidin-2-amine NC=1C=CC(=NC1C)C1=C(C(=NO1)C)CNC1=NC=CC(=N1)C1=CSC=C1